OCC(CCC(C(=O)N)=C)(CO)CO 4-hydroxy-3,3-bis(hydroxymethyl)butyl-acrylamide